C1(=CC=CC2=CC=CC=C12)N(C1=CC=CC=C1)C1=CC=CC=2C3=CC=CC=C3C3(C12)C1=CC=CC=C1C=1C=CC=CC13 (N-naphthalenyl(phenyl)-amino)-9,9-spirobifluorene